C(N)(=N)C=1C=C(SC1)[C@@H](C)NC(=O)[C@H]1N([C@H]2C[C@]2(C1)C)C(CNC(CCCOC1=CC=CC=C1)=O)=O (1S,3S,5S)-N-((R)-1-(4-carbamimidoylthiophen-2-yl)ethyl)-5-methyl-2-((4-phenoxybutanoyl)glycyl)-2-azabicyclo[3.1.0]hexane-3-carboxamide